ClC=1C(=NC(=CC1)Cl)C(=O)Cl 3,6-dichloropyridinecarbonyl chloride